Cl.BrC1=CC=C2C(CNCC2=C1)C 7-bromo-4-methyl-1,2,3,4-tetrahydroisoquinoline hydrochloride